ClC=1C(N(C(=CC1OC([2H])([2H])C1=NC=C(C=C1F)F)C)C1=C(C(=NC=C1C)C1=NC(=NC=C1)C(=O)OCC)F)=O ethyl 4-{3-chloro-4-[(3,5-difluoropyridin-2-yl)(2H2)methoxy]-3'-fluoro-5',6-dimethyl-2-oxo-[1,4'-bipyridin]-2'-yl}pyrimidine-2-carboxylate